(R)-2-amino-1-(7-(4-(trifluoromethyl)phenyl)-3,4-dihydroisoquinolin-2(1H)-yl)propan-1-one hydrochloride Cl.N[C@@H](C(=O)N1CC2=CC(=CC=C2CC1)C1=CC=C(C=C1)C(F)(F)F)C